BrC1=CC=2C3=C(N(C(N(C3=C1)CC1=CC=C(C=C1)OC)=O)C1CC1)N=CN2 8-Bromo-3-cyclopropyl-1-(4-methoxybenzyl)-1H-pyrimido[4,5,6-de]quinazolin-2(3H)-one